6-chloro-1,3-dihydro-2H-indol-2-one ClC1=CC=C2CC(NC2=C1)=O